2-oxo-N-(2-(tetrahydrofuran-2-yl)-1-(p-tolyl)ethyl)-6-(trifluoromethyl)-1,2-dihydropyridine-3-carboxamide O=C1NC(=CC=C1C(=O)NC(CC1OCCC1)C1=CC=C(C=C1)C)C(F)(F)F